tert-butyl (R) and (S)-2-methyl-2-(((6-(1-methyl-1H-pyrazol-4-yl)pyrazolo[1,5-a]pyrazin-4-yl)oxy)methyl)morpholine-4-carboxylate C[C@@]1(CN(CCO1)C(=O)OC(C)(C)C)COC=1C=2N(C=C(N1)C=1C=NN(C1)C)N=CC2 |r|